3-(2-methylphenyl)-1H,2H,3H-pyrrolo[3,4-c]Pyridin-1-one CC1=C(C=CC=C1)C1NC(C2=C1C=NC=C2)=O